1-ethoxynaphthalene-2-sulfonyl chloride C(C)OC1=C(C=CC2=CC=CC=C12)S(=O)(=O)Cl